C(C)(C)(C)OC(=O)N1C[C@H]([C@@H](CC1)CC1=C2C=CN(C2=C(C=C1C)C)C(=O)OC(C)(C)C)C1=CC=C(C=C1)C(=O)OC(C)(C)C tert-butyl 4-(((3r,4r)-1-(tert-butoxycarbonyl)-3-(4-(tert-butoxycarbonyl) phenyl) piperidin-4-yl) methyl)-5,7-dimethyl-1H-indole-1-carboxylate